boron phenylsulfonamide C1(=CC=CC=C1)S(=O)(=O)N.[B]